5-{[(3R)-1-[(7-ethyl-6-oxo-5H-1,5-naphthyridin-3-yl)methyl]pyrrolidin-3-yl]methyl}-N-methylpyridine-2-carboxamide C(C)C=1C(NC=2C=C(C=NC2C1)CN1C[C@@H](CC1)CC=1C=CC(=NC1)C(=O)NC)=O